m-[6-(1-{[6-(1-hydroxycyclopentyl)-2-pyridinyl]methyl}-1H-1,2,3-triazol-4-yl)-2-(2-hydroxy-2-methylpropylamino)-4-pyrimidinyl]benzonitrile OC1(CCCC1)C1=CC=CC(=N1)CN1N=NC(=C1)C1=CC(=NC(=N1)NCC(C)(C)O)C=1C=C(C#N)C=CC1